5'-diphosphoadenosine 3'-phosphate P(=O)(O)(O)O[C@H]1[C@H]([C@@H](O[C@@H]1COP(=O)(O)OP(=O)(O)O)N1C=NC=2C(N)=NC=NC12)O